racemic-trans-2-aminocyclobutan-1-ol hydrochloride Cl.N[C@H]1[C@@H](CC1)O |r|